anti-tartaric acid phosphate P(=O)(O)(O)O.C(C(O)C(O)C(=O)O)(=O)O